[Na+].[Na+].N(=C=O)C(=C(C=1C(=CC=CC1)S(=O)(=O)[O-])N=C=O)C=1C(=CC=CC1)S(=O)(=O)[O-] diisocyanato-2,2'-stilbenedisulfonic acid disodium salt